6-((5-methyl-4-(pentan-3-ylamino)pyrimidin-2-yl)amino)benzo[c][1,2]oxaborol-1(3H)-ol CC=1C(=NC(=NC1)NC=1C=CC2=C(B(OC2)O)C1)NC(CC)CC